Cl.FC1=C2C=C(NC2=CC=C1OC1=NC=NC2=CC(=C(C=C12)OC)OCC1CC(C1)N)C 3-(((4-((4-fluoro-2-methyl-1H-indol-5-yl)oxy)-6-methoxyquinazolin-7-yl)oxy)methyl)cyclobutylamine hydrochloride